NC1=C(SC2=NC(=CC(=C21)C)C)C(=O)NC2CC=1C(=CC(=NC1CC2)N2CC1(C(CCO1)C)C(C2)N)F 3-amino-N-(2-{9-amino-4-methyl-1-oxa-7-azaspiro[4.4]nonan-7-yl}-4-fluoro-5,6,7,8-tetrahydroquinolin-6-yl)-4,6-dimethylthieno[2,3-b]pyridine-2-carboxamide